propan-1-yl-(norvaline) C(CC)N[C@@H](CCC)C(=O)O